vanadium-titanium-iron water vanadium [V].O.[Fe].[Ti].[V]